[Li+].C(CC(O)(C(=O)O)CC(=O)[O-])(=O)[O-].[Li+] Lithium citrate, lithium salt